[Cl-].C[NH2+]C(C1=CC=CC=C1)C1=CC=CC=C1 methyl-benzhydryl-ammonium chloride